C1(=CC=CC=C1)CC(=O)N1CN2CC=C[C@H](O1)[C@H]2C2=CC=C(C=C2)C(F)(F)F |o1:15,17| 2-phenyl-1-((1R*,5S*,9R*)-9-(4-(trifluoromethyl)phenyl)-4-oxa-1,3-diazabicyclo[3.3.1]non-6-en-3-yl)ethan-1-one